N-((2S)-1-((4-((2S)-1-(3-aminopyrrolidin-1-yl)-1-oxopropan-2-yl)-2-fluorophenyl)amino)-3,3-dicyclohexyl-1-oxopropan-2-yl)-1-isopropyl-1H-pyrazole-5-carboxamide NC1CN(CC1)C([C@@H](C)C1=CC(=C(C=C1)NC([C@H](C(C1CCCCC1)C1CCCCC1)NC(=O)C1=CC=NN1C(C)C)=O)F)=O